1-[4-nitro-2-(trifluoromethyl)phenyl]ethyl nitrate [N+](=O)(OC(C)C1=C(C=C(C=C1)[N+](=O)[O-])C(F)(F)F)[O-]